methacryloyloxydecyltrimethoxysilane C(C(=C)C)(=O)OCCCCCCCCCC[Si](OC)(OC)OC